2,3'-bis(trifluoromethyl)benzidine methyl-1-(1-{[(tert-butoxy)carbonyl]amino}-2-methylpropan-2-yl)-2-oxo-1,2-dihydropyridine-3-carboxylate COC(=O)C=1C(N(C=CC1)C(CNC(=O)OC(C)(C)C)(C)C)=O.FC(C1=C(C=CC(=C1)N)C1=CC(=C(N)C=C1)C(F)(F)F)(F)F